tert-butyl 4-(8-methyl-2-methylsulfanyl-7-oxo-pyrido[2,3-d]pyrimidin-6-yl)-2,3-dihydroquinoxaline-1-carboxylate CN1C(C(=CC2=C1N=C(N=C2)SC)N2CCN(C1=CC=CC=C21)C(=O)OC(C)(C)C)=O